C(=C)[Si]1(O[Si](O[Si](O[Si](O1)(C)C=C)(C)C=C)(C)C)C 2,4,6-trivinyl-2,4,6,8,8-pentamethyl-cyclotetrasiloxane